ClC=1C=C(C=CC1Cl)C(CO)(C)NC1=NC2=C(N1)C=CC=C2CN2C(OC=C2)=N (-)-2-(3,4-dichlorophenyl)-2-({4-[(2-imino-2,3-dihydro-1,3-oxazol-3-yl)methyl]-1H-1,3-benzodiazol-2-yl}amino)propan-1-ol